NC1(CC1)C1=CC=C(C=C1)C=1C(=CC(=NC1)NC(C[C@@H]1CC[C@H](CC1)N(C(OC)=O)C)=O)C1=NC=CC=C1 methyl N-[trans-4-[2-[[5'-[4-(1-aminocyclopropyl)phenyl][2,4'-bipyridin]-2'-yl]amino]-2-oxoethyl]cyclohexyl]-N-methylcarbamate